(4-chloro-1-methyl-1H-pyrazol-5-yl)-5-cyclopropylisoxazole-4-carboxylic acid methyl ester COC(=O)C=1C(=NOC1C1CC1)C1=C(C=NN1C)Cl